(1-(naphthalen-1-yl)ethyl)-5-nitrobenzenesulfonamide C1(=CC=CC2=CC=CC=C12)C(C)C1=C(C=C(C=C1)[N+](=O)[O-])S(=O)(=O)N